1-Bromo-3-(difluoromethyl)-2-fluoro-benzene BrC1=C(C(=CC=C1)C(F)F)F